ClC1=C(OCC2=NC=CC(=N2)OC2CCN(CC2)CC2=NC3=C(N2C[C@H]2OCC2)C=C(C=C3)C(=O)O)C=CC(=C1)F 2-{[4-({2-[(2-chloro-4-fluorophenoxy)methyl]pyrimidin-4-yl}oxy)piperidin-1-yl]methyl}-1-{[(2S)-oxetan-2-yl]methyl}-1H-1,3-benzodiazole-6-carboxylic acid